(R)-4-(2-(4-(3,10-dibromo-8-chloro-6,11-dihydro-5H-benzo[5,6]cyclohepta[1,2-b]pyridin-11-yl)piperidin-1-yl)-2-oxoethyl)-N-methylpiperidine-1-carboxamide BrC=1C=C2C(=NC1)[C@@H](C1=C(CC2)C=C(C=C1Br)Cl)C1CCN(CC1)C(CC1CCN(CC1)C(=O)NC)=O